phenylglycine t-butyl ester C(C)(C)(C)OC(C(N)C1=CC=CC=C1)=O